tert-butyl (1R,1S)-2-[1-(tert-butoxycarbonyl)-3-{[5-chloro-2-(morpholin-4-yl)pyrimidin-4-yl]amino}indazol-6-yl]-5'-methoxy-2'-oxospiro[cyclopropane-1,3'-indole]-1'-carboxylate C(C)(C)(C)OC(=O)N1N=C(C2=CC=C(C=C12)C1C[C@@]12C(N(C1=CC=C(C=C21)OC)C(=O)OC(C)(C)C)=O)NC2=NC(=NC=C2Cl)N2CCOCC2